2-ethoxy-5-isobutyrylamino-N-(1-(3-((methylamino)methyl)phenyl)ethyl)benzamide C(C)OC1=C(C(=O)NC(C)C2=CC(=CC=C2)CNC)C=C(C=C1)NC(C(C)C)=O